2-butyl-5-ethyl-5-(2-((4-methoxybenzyl)oxy)ethyl)-3,5-dihydro-4H-imidazol-4-one C(CCC)C1=NC(C(N1)=O)(CCOCC1=CC=C(C=C1)OC)CC